6-chloro-1-methylindole-2-carboxylic acid ClC1=CC=C2C=C(N(C2=C1)C)C(=O)O